S1C(=NCC1)N 4,5-Dihydrothiazol-2-amine